8-(5-Fluoro-2,3-dihydro-1H-inden-4-yl)-9-(4-((1-(3-fluoropropyl)azetidin-3-yliden)methyl)phenyl)-6,7-dihydro-5H-benzo[7]annulen FC=1C(=C2CCCC2=CC1)C=1CCCC2=C(C1C1=CC=C(C=C1)C=C1CN(C1)CCCF)C=CC=C2